1-(2-hydroxy-2-methylpropyl)-1H-pyrazole-5-carboxylic acid OC(CN1N=CC=C1C(=O)O)(C)C